5'-methyl-4-pentyl-2'-(prop-1-en-2-yl)-3-(4H-pyran-4-yl)-[1,1'-biphenyl]-2,6-diol CC=1C=CC(=C(C1)C=1C(=C(C(=CC1O)CCCCC)C1C=COC=C1)O)C(=C)C